NCC=1OC2=C(C1)C=C(C=C2C(=O)OC)Br methyl 2-(aminomethyl)-5-bromobenzofuran-7-carboxylate